4-[[[4-[(4-trifluoromethylbenzyl)amino]pyrrolo[2,1-f][1,2,4]triazin-2-yl]thio]methyl]benzoic acid FC(C1=CC=C(CNC2=NC(=NN3C2=CC=C3)SCC3=CC=C(C(=O)O)C=C3)C=C1)(F)F